NC=1CC(=CC2=C(N1)C=C(C=C2)C2=CC(=CC=C2)S(=O)(=O)N2CC(C2)CO)C(=O)N(CCC)CCCNC(OC(C)(C)C)=O tert-butyl (3-(2-amino-8-(3-((3-(hydroxymethyl)azetidin-1-yl)sulfonyl)phenyl)-N-propyl-3H-benzo[b]azepine-4-carboxamido)propyl)carbamate